ClC1=C(C=2N=C(N=C(C2C(=N1)OC)N1C[C@@](CCC1)(O)C)SC)F (R)-1-(7-Chloro-8-fluoro-5-methoxy-2-methylthiopyrido[4,3-d]pyrimidin-4-yl)-3-methylpiperidin-3-ol